FC(C1=CC=C(C=N1)N1[C@@H](CCN2C1=NC(=C(C2=O)F)N2[C@@H](COCC2)C)C(F)(F)F)F (S)-9-(6-Difluoromethylpyridin-3-yl)-3-fluoro-2-((R)-3-methylmorpholin-4-yl)-8-trifluoromethyl-6,7,8,9-tetrahydro-pyrimido[1,2-a]-pyrimidin-4-one